(1S,2S)-2-(3-phenylpropyl)cyclopropane-1-carboxylic acid C1(=CC=CC=C1)CCC[C@@H]1[C@H](C1)C(=O)O